Dimethyl-aminopyrimidine CC1=CC(=NC(=N1)N)C